(R)-2-amino-3-methyl-6,7,7a,8,10,11-hexahydro-9H-pyrazino[1,2-d]pyrido[3,2-b][1,4]oxazepin NC=1C(=CC=2OCC[C@H]3N(C2N1)CCNC3)C